FCCCCOC(CCC)=O butanoic acid 4-fluorobutyl ester